Mono-allyl-octadecanedioic acid C(C=C)C(C(=O)O)CCCCCCCCCCCCCCCC(=O)O